COC1=C(C=CC=C1)C1C(C(C1)C1=C(C=CC=C1)OC)C(=O)O 2,4-bis(2-methoxyphenyl)cyclobutane-1-carboxylic acid